C(C(=C)C)(=O)NCCC[Si](OCCC)(OCCC)OCCC methacrylamidopropyltri-n-propoxysilane